5,12b-dihydro-1H,7H-chromeno[4,3-c][1,2,4]triazolo[1,2-a]pyridazin-1,3(2H)-dione C1(NC(N2N1C1C(=CC2)COC=2C=CC=CC21)=O)=O